N2,N6-bis(1,1-dioxo-1λ6-thiolan-3-yl)-1,3,5,7-tetraoxo-1,2,3,5,6,7-hexahydro-s-indacene-2,6-dicarboxamide O=S1(CC(CC1)NC(=O)C1C(C2=CC=3C(C(C(C3C=C2C1=O)=O)C(=O)NC1CS(CC1)(=O)=O)=O)=O)=O